2-(4-(methylthio)-1H-pyrazol-1-yl)ethan-1-one CSC=1C=NN(C1)CC=O